tert-butyl-4-hydroxyanisole CC(C)(C)C1=C(C=CC(=C1)O)OC.CC(C)(C)C1=C(C=CC(=C1)OC)O